2-(6-amino-4-oxoquinazolin-3(4H)-yl)-N-(4-methoxyphenyl)acetamide NC=1C=C2C(N(C=NC2=CC1)CC(=O)NC1=CC=C(C=C1)OC)=O